C(OCC)(OCC(C(F)(F)F)(F)F)=O ethyl (2,2,3,3,3-pentafluoropropyl) carbonate